COC=1C(=NC=CC1C1=NN(C=N1)C)N 3-methoxy-4-(1-methyl-1,2,4-triazol-3-yl)pyridin-2-amine